ClC=1C(N(C(=CC1OCCC1=NC=C(C=C1F)F)C)C1=CC(=NC=C1Cl)C=1N=C(SC1)C(C)(C)O)=O (S)-3,5'-dichloro-4-(((R)-3,5-difluoropyridin-2-yl)ethoxy)-2'-(2-(2-hydroxypropane-2-yl)thiazol-4-yl)-6-methyl-2H-[1,4'-bipyridyl]-2-one